C(C(C)(C)C)(=O)[O-].C(C(C)(C)C)(=O)[O-].[Sn+2] tin dipivalate